4-(3-((1,1,1,3,3,3-hexafluoro-2-(trifluoromethyl)propan-2-yl)oxy)-2,2-bis(((1,1,1,3,3,3-hexafluoro-2-(trifluoromethyl)propan-2-yl)oxy)methyl)propoxy)-2,2,6,6-tetraethylpiperidin FC(C(C(F)(F)F)(C(F)(F)F)OCC(COC1CC(NC(C1)(CC)CC)(CC)CC)(COC(C(F)(F)F)(C(F)(F)F)C(F)(F)F)COC(C(F)(F)F)(C(F)(F)F)C(F)(F)F)(F)F